BrC1=C(N)C=C(C=C1)[N+](=O)[O-] 2-bromo-5-nitroaniline